tert-butyl 3-[4-(propan-2-yloxy)pyridin-3-yl]azetidine-1-carboxylate CC(C)OC1=C(C=NC=C1)C1CN(C1)C(=O)OC(C)(C)C